CCC(COCC(CC)(COC(=O)C=C)COC(=O)C=C)(COC(=O)C=C)COC(=O)C=C Di(trimethylolpropane) tetraacrylate